(R)-3-(4-(1-(3-(1-(((R)-1-(3-(Difluoromethyl)-2-fluorophenyl)ethyl)amino)-4-methylpyrido[3,4-d]pyridazin-7-yl)-4-fluorobenzyl)piperidin-4-yl)phenyl)-3-methylpiperidine-2,6-dione FC(C=1C(=C(C=CC1)[C@@H](C)NC1=C2C(=C(N=N1)C)C=NC(=C2)C=2C=C(CN1CCC(CC1)C1=CC=C(C=C1)[C@@]1(C(NC(CC1)=O)=O)C)C=CC2F)F)F